N-Boc-N-Cbz-aminobutyl-glycine C(=O)(OC(C)(C)C)N(C(C(=O)O)CCCCN)C(=O)OCC1=CC=CC=C1